ClC1=C(C=C2C=C(N=CC2=C1)NC(=O)C1CC12CCOCC2)C2CCC(CC2)N2CC(C2)F N-(7-chloro-6-(4-(3-fluoroazetidin-1-yl)cyclohexyl)isoquinolin-3-yl)-6-oxaspiro[2.5]octane-1-carboxamide